C[Si](C#CCCC1(N=N1)CCO)(C)C 2-(3-(4-(trimethylsilyl)but-3-yn-1-yl)-3H-diazirin-3-yl)ethan-1-ol